NCCC(N)CO[Si](OC)(OC)CCC1=CC=CC=C1 (Aminoethyl-aminomethyl)Phenethyltri-methoxysilane